5-amino-2-((4,4-difluorocyclohexyl)oxy)benzoic acid NC=1C=CC(=C(C(=O)O)C1)OC1CCC(CC1)(F)F